OC12OC3=C(C1(C(C1=CC=CC(=C12)[N+](=O)[O-])=O)NC(C)=O)C=CC(=C3)C(F)(F)F N-(4b-hydroxy-4-nitro-10-oxo-7-(trifluoromethyl)-4b,10-dihydro-9bH-indeno[1,2-b]benzofuran-9b-yl)acetamide